2-((2S,5S)-5-(4-Chlorobenzyl)-4-(4-(1,5-dimethyl-1H-pyrazol-3-yl)cyclohexyl)morpholin-2-yl)-N-ethylacetamid ClC1=CC=C(C[C@H]2CO[C@H](CN2C2CCC(CC2)C2=NN(C(=C2)C)C)CC(=O)NCC)C=C1